N1=NC=C(C=C1)NC(=O)C=1C=NNC1 N-PYRIDAZINE-4-YL-PYRAZOLE-4-CARBOXAMIDE